2-cyclopentylidene-propanal C1(CCCC1)=C(C=O)C